C1(=CC=CC=C1)C1=NOC=C1 3-PHENYLISOXAZOLE